ClC=1C=C2C(=CC(=NC2=CC1)C(F)(F)F)N[C@@H]1C[C@@H](CCC1)NC(=O)C1CCC2=C(NC=N2)C1 N-[(1R,3S)-3-{[6-chloro-2-(trifluoromethyl)quinolin-4-yl]amino}cyclohexyl]-4,5,6,7-tetrahydro-1H-1,3-benzodiazole-6-carboxamide